S(OC1=CC=C(C=C1)OCC1=C(C=C(C=C1F)CN1C=NN=C1)F)(=O)(=O)F 4-((4-((4H-1,2,4-triazol-4-yl)methyl)-2,6-difluorobenzyl)oxy)phenyl sulfurofluoridate